(R)-tert-butyl 2-(4-(4-amino-5-(ethoxycarbonyl) pyrimidin-2-yl)-3-(tert-butoxycarbonyl) piperazin-1-yl)-7,8-dihydropyrido[4,3-d]Pyrimidine-6(5H)-carboxylate NC1=NC(=NC=C1C(=O)OCC)N1[C@H](CN(CC1)C=1N=CC2=C(N1)CCN(C2)C(=O)OC(C)(C)C)C(=O)OC(C)(C)C